3,3,3-trifluoro-2-(trifluoromethyl)-1-propene FC(C(=C)C(F)(F)F)(F)F